CC=1C=C2C(C=C(OC2=CC1)N1CC2(CC(NC2)=O)CCC1)=O 6-methyl-4-oxo-2-(3-oxo-2,7-diazaspiro[4.5]decan-7-yl)-4H-chromen